C(C1=CC=CC=C1)(=O)O.C=CCC butene benzoate